(1,1-dioxothietan-3-yl) 4-methylbenzenesulfonate CC1=CC=C(C=C1)S(=O)(=O)OC1CS(C1)(=O)=O